C(C1=CC=CC=C1)N1C=C(C(=C1)C=C)C=C 1-benzyl-3,4-divinyl-1H-pyrrole